3,4-Difluoro-N-[[1-[(1R)-3-(hydroxyamino)-1-(1H-indol-3-ylmethyl)-3-oxo-propyl]triazol-4-yl]methyl]-N-isobutyl-benzamid FC=1C=C(C(=O)N(CC(C)C)CC=2N=NN(C2)[C@@H](CC(=O)NO)CC2=CNC3=CC=CC=C23)C=CC1F